N(CC(=O)O)CC(=O)[O-].[Na+] monosodium iminodiacetic acid salt